2-(4-cyano-2-(2-fluoropyridin-4-yl)-6-isopropyl-phenyl)acetic acid tert-butyl ester C(C)(C)(C)OC(CC1=C(C=C(C=C1C(C)C)C#N)C1=CC(=NC=C1)F)=O